methyl 2-(4-methoxybenzyl)-2,4,6,7-tetrahydropyrano[4,3-c]pyrazole-6-carboxylate COC1=CC=C(CN2N=C3C(=C2)COC(C3)C(=O)OC)C=C1